C(CC12CCC(C=C1)C2)C21CCC(C=C2)C1 ethylenebis(5-norbornene)